3-((1S,3s)-adamantan-1-yl)-2'-((3-(tert-butyl)-2-hydroxy-5-methylphenyl)(3-methoxypropyl)amino)-5-methyl-[1,1'-biphenyl] C12(CC3CC(CC(C1)C3)C2)C=2C=C(C=C(C2)C)C2=C(C=CC=C2)N(CCCOC)C2=C(C(=CC(=C2)C)C(C)(C)C)O